methyl-(1-acetyl-1H-indole-3-carboxamide) 5-(((tert-butoxycarbonyl)oxy)methyl)benzoate C(C)(C)(C)OC(=O)OCC=1C=CC=C(C(=O)O)C1.CC=1N(C2=CC=CC=C2C1C(=O)N)C(C)=O